6-bromo-3,4-dihydro-1H-2-naphthalenone BrC=1C=C2CCC(CC2=CC1)=O